C(C)(C)(C)OC(=O)N1CC(CCC1)C1=NNC(=C1N)C(=O)OC 3-(4-amino-5-(methoxycarbonyl)-1H-pyrazol-3-yl)piperidine-1-carboxylic acid tert-butyl ester